FC1=CC=C(C=C1)C1=NC(=NC(=C1C#N)C(C)C)O 4-(4-fluorophenyl)-2-hydroxy-6-isopropylpyrimidine-5-carbonitrile